C1(CC1)[C@H]1CN(C[C@H](O1)C=1C=NN(C1)C)C1=NC2=NC(=C(N=C2C(=N1)C1=C(C=C(C=C1)F)F)C)C (2S,6R)-2-cyclopropyl-4-[4-(2,4-difluorophenyl)-6,7-dimethyl-pteridin-2-yl]-6-(1-methylpyrazol-4-yl)morpholine